2-(bis(3-chloro-4-fluorophenyl)methyl)-4-((4-methoxybenzyl)thio)-5-vinyl-1H-imidazole ClC=1C=C(C=CC1F)C(C=1NC(=C(N1)SCC1=CC=C(C=C1)OC)C=C)C1=CC(=C(C=C1)F)Cl